1,3-benzodioxole-4-carboxamide O1COC2=C1C=CC=C2C(=O)N